CC1(C2(C3=CC=CC=C3C(C1)CCNC(OC(C)(C)C)=O)CC2)C tert-butyl (2-(2',2'-dimethyl-3',4'-dihydro-2'H-spiro[cyclopropane-1,1'-naphthalen]-4'-yl)ethyl)carbamate